benzoCycloButadiene C1=CC=C2C=CC2=C1